FC(COC1=C(C=C(C=C[N+](=O)[O-])C=C1OC)OC)F 4-(2,2-Difluoroethoxy)-3,5-dimethoxy-β-nitrostyrene